7-chloro-5-(o-Tolyl)Imidazolo[1,2-a]Pyrido[2,3-e]Pyrazine-4(5H)-on ClC=1C=CC2=C(N(C(C=3N2C=CN3)=O)C3=C(C=CC=C3)C)N1